4-((1R,5S)-8-(2-benzeneylpropan-2-yl)-3,8-diazabicyclo[3.2.1]oct-6-en-3-yl)pyrido[4,3-d]pyrimidine C1(=CC=CC=C1)C(C)(C)N1[C@H]2CN(C[C@@H]1C=C2)C=2C1=C(N=CN2)C=CN=C1